(S)-4-(((R)-2-((((9H-fluoren-9-yl)methoxy)carbonyl)(methyl)amino)-3-(4-chlorophenyl)propyl)(methyl)amino)-3-((1R,3S)-3-methyl-2,3-dihydro-1H-inden-1-yl)-4-oxobutanoic acid C1=CC=CC=2C3=CC=CC=C3C(C12)COC(=O)N([C@@H](CN(C([C@@H](CC(=O)O)[C@H]1C[C@@H](C2=CC=CC=C12)C)=O)C)CC1=CC=C(C=C1)Cl)C